NC1=C(C=C(C=N1)C1=CC=C(C=C1)C(=O)N1CCC(CC1)N1CCCC1)OCC1=C(C=C(C=C1F)F)F {4-[6-amino-5-(2,4,6-trifluoro-benzyloxy)-pyridin-3-yl]-phenyl}-(4-pyrrolidin-1-yl-piperidin-1-yl)-methanone